4-fluoro-bicyclo[2.2.2]octane-1-amine FC12CCC(CC1)(CC2)N